[I-].CO[Si](CCCN(C(CC(=[NH2+])N)=[NH2+])CCC[Si](OC)(OC)OC)(OC)OC.[I-] N1,N3-Bis(3-(trimethoxysilyl)propyl)propane-1,3-diamidinium iodide